C(C1=CC=CC=C1)NC(CC1=NC=C(C=C1)C1=CC=C(C=C1)OCCN1CCOCC1)=O N-benzyl-2-(5-(4-(2-morpholinoethoxy)phenyl)pyridin-2-yl)acetamide